4-nitrodibenzo[b,d]furan [N+](=O)([O-])C1=CC=CC2=C1OC1=C2C=CC=C1